(2,2,2-trifluoro-1-(4-fluorophenyl)ethyl)-1,3-dihydroisobenzofuran-5-sulfonamide FC(C(C1=CC=C(C=C1)F)C1OCC2=CC(=CC=C12)S(=O)(=O)N)(F)F